ClC1=CC=C(C(=N1)CC#N)N 2-(6-chloro-3-aminopyridin-2-yl)acetonitrile